methyl (perfluoro-n-butyl) disulfide FC(C(C(C(F)(F)F)(F)F)(F)F)(F)SSC